C(C=C)(=O)NC1=CC=C(C=C1)C1=C(C=2C(=NC=C(C2N1C)C#N)N)C1=CC(=C(C(=O)NC2CC(C2)(F)F)C=C1)OC 4-(2-(4-acrylamidophenyl)-4-amino-7-cyano-1-methyl-1H-pyrrolo[3,2-c]pyridin-3-yl)-N-(3,3-difluorocyclobutyl)-2-methoxybenzamide